NC=1C2=C(N=CN1)N(C=C2C2=CC=C(C=1N2C=CN1)NC(=O)NC1=NOC(=C1)C1(CC1)C(F)(F)F)CCOC 1-(5-(4-amino-7-(2-methoxyethyl)-7H-pyrrolo[2,3-d]pyrimidin-5-yl)imidazo[1,2-a]pyridin-8-yl)-3-(5-(1-(trifluoromethyl)cyclopropyl)isoxazol-3-yl)urea